PHENYL-ETHANAL C1(=CC=CC=C1)CC=O